tert-butyl-4-(2-methoxyethyl)-3,3-dimethylpiperazine-1-carboxylic acid tert-butyl ester C(C)(C)(C)OC(=O)N1C(C(N(CC1)CCOC)(C)C)C(C)(C)C